CN(C1=CC=C(C=C1)C1=CC=C(C=C1)N(C)C)C 4,4'-bis(dimethylamino)biphenyl